[Si](C)(C)(C(C)(C)C)OCCCN1C(N(C2=C1C=NC=1C=CC(=CC21)Cl)[C@H]2C[C@H](OCC2)C)CC(=O)N 3-((tert-butyldimethylsilyloxy)propyl)-2-(8-chloro-1-((2r,4r)-2-methyltetrahydro-2H-pyran-4-yl)-1H-imidazo[4,5-c]quinolin-2-yl)acetamide